2-(tert-butyl) 7-methyl 4,4-dimethyl-3,4-dihydroisoquinoline-2,7(1H)-dicarboxylate CC1(CN(CC2=CC(=CC=C12)C(=O)OC)C(=O)OC(C)(C)C)C